N-(2-carbamoyl-4-chloro-6-methyl-phenyl)-2-(3-chloro-2-pyridyl)-5-ethyl-pyrazole-3-carboxamide C(N)(=O)C1=C(C(=CC(=C1)Cl)C)NC(=O)C=1N(N=C(C1)CC)C1=NC=CC=C1Cl